8-bromo-N-(6-(4-isopropyl-4H-1,2,4-triazol-3-yl)pyridin-2-yl)-3,4-dihydroisoquinoline-2(1H)-carboxamide BrC=1C=CC=C2CCN(CC12)C(=O)NC1=NC(=CC=C1)C1=NN=CN1C(C)C